(R)-3-(2,6-dichloro-4-(2-(4-(3-chloropropoxy)phenyl)propan-2-yl)phenoxy)propane-1,2-diol ClC1=C(OC[C@@H](CO)O)C(=CC(=C1)C(C)(C)C1=CC=C(C=C1)OCCCCl)Cl